NC=1C(=NC(=C(N1)F)C1=CC=C(C=C1)N1CCN(CC1)CCCC(F)F)C=1C=C2CCNC(C2=CC1)=O 6-(3-amino-6-(4-(4-(4,4-difluorobutyl)piperazin-1-yl)phenyl)-5-fluoropyrazin-2-yl)-3,4-dihydroisoquinolin-1(2H)-one